(2-chloro-4-phenoxyphenyl)(4-(((1s,4s)-4-hydroxycyclohexyl)amino)-1H-pyrrolo[2,3-b]pyridin-3-yl)methanone ClC1=C(C=CC(=C1)OC1=CC=CC=C1)C(=O)C1=CNC2=NC=CC(=C21)NC2CCC(CC2)O